C(C)(C)(C)N1N=CC(=C(C1=O)Cl)SCC1=CC=C(C=C1)C(C)(C)C 2-tert-butyl-5-(4-tert-butyl-benzyl-sulfenyl)-4-chloro-2H-pyridazine-3-one